8-methoxy-7-(methoxymethoxy)-3-(4-(4-((tetrahydro-2H-pyran-2-yl)oxy)butyl)phenyl)-4H-chromen-4-one COC=1C(=CC=C2C(C(=COC12)C1=CC=C(C=C1)CCCCOC1OCCCC1)=O)OCOC